hexenyl cis-salicylate C(C=1C(O)=CC=CC1)(=O)OC=CCCCC